C1(CCCCC1)C1=C(C=C(C=C1O)\C=C\C1=C(C=CC(=C1)F)F)O (E)-2-cyclohexyl-5-(2,5-difluorostyryl)-1,3-benzenediol